(R)-N-(4-Morpholino-2-(trifluoromethyl)phenyl)-5-(pyrrolidin-3-ylamino)pyrazolo[1,5-a]pyrimidine-3-carboxamide trifluoroacetate salt FC(C(=O)O)(F)F.O1CCN(CC1)C1=CC(=C(C=C1)NC(=O)C=1C=NN2C1N=C(C=C2)N[C@H]2CNCC2)C(F)(F)F